(trans-2-fluorocyclopropyl)-[(5S,7S)-7-fluoro-5-phenyl-6,7-dihydro-5H-pyrrolo[1,2-b][1,2,4]triazol-2-yl]methanone F[C@H]1[C@@H](C1)C(=O)C=1N=C2N(N1)[C@@H](C[C@@H]2F)C2=CC=CC=C2